1-[4-[(6S,7S)-6-methyl-7-(5-methyl-1H-indazol-4-yl)-5,6,7,8-tetrahydroquinazolin-4-yl]piperazin-1-yl]prop-2-en-1-one C[C@H]1CC=2C(=NC=NC2C[C@@H]1C1=C2C=NNC2=CC=C1C)N1CCN(CC1)C(C=C)=O